(R)-N-(3-methoxy-4-(4-(4-methylpiperazin-1-yl)piperidin-1-yl)phenyl)-4-(3-phenylisoxazolidin-2-yl)thieno[3,2-d]pyrimidin-2-amine COC=1C=C(C=CC1N1CCC(CC1)N1CCN(CC1)C)NC=1N=C(C2=C(N1)C=CS2)N2OCC[C@@H]2C2=CC=CC=C2